S1C(=NC2=C1C=CC=C2)OC2=CC=C(CN1CCC(CC1)CNC(=O)N)C=C2 {1-[4-(Benzothiazol-2-yloxy)-benzyl]-piperidin-4-ylmethyl}-urea